2-(1-(4-amino-3-(3-methoxyphenyl)-1H-pyrazolo[3,4-d]pyrimidin-1-yl)ethyl)-3-cyclopropyl-6-fluoroquinazolin-4(3H)-one NC1=C2C(=NC=N1)N(N=C2C2=CC(=CC=C2)OC)C(C)C2=NC1=CC=C(C=C1C(N2C2CC2)=O)F